8-Ethyl-N-methyl-N-Phenyl-[1,2,4]triazolo[4,3-a]quinazolin-5-amine C(C)C1=CC=C2C(=NC=3N(C2=C1)C=NN3)N(C3=CC=CC=C3)C